1,3-Dimethylimidazolium bis(trifluoromethylsulfonyl)imide [N-](S(=O)(=O)C(F)(F)F)S(=O)(=O)C(F)(F)F.CN1C=[N+](C=C1)C